C1(CC1)C1=C(C(=NO1)C1=C(C=CC=C1Cl)Cl)COC1C2C(N(C(C1)C2)C2=CC=C(C=N2)C(=O)O)C 6-(5-[[5-cyclopropyl-3-(2,6-dichlorophenyl)-1,2-oxazol-4-yl]methoxy]-3-methyl-2-azabicyclo[2.2.1]heptan-2-yl)pyridine-3-carboxylic acid